NC1=CC=C(C=C1)OP(=O)([O-])[O-].[Na+].CC1=C(CN2CSCC2)C=CC=C1.[Na+] 3-(2-methylbenzyl)thiazolidine sodium 4-aminophenyl-phosphate salt